Allylboronic acid pinacol ester C(C=C)B1OC(C)(C)C(C)(C)O1